3-(3-Chloro-4-fluorophenyl)-1-(1-(6,7-difluoro-1-oxo-1,2-dihydroisoquinolin-4-yl)ethyl)-1-isobutylurea ClC=1C=C(C=CC1F)NC(N(CC(C)C)C(C)C1=CNC(C2=CC(=C(C=C12)F)F)=O)=O